The molecule is an O-acyl carbohydrate that is beta-D-glucose carrying sinapoyl groups at the 1- and 2-positions. It derives from a beta-D-glucose and a trans-sinapic acid. COC1=CC(=CC(=C1O)OC)/C=C/C(=O)O[C@@H]2[C@H]([C@@H]([C@H](O[C@H]2OC(=O)/C=C/C3=CC(=C(C(=C3)OC)O)OC)CO)O)O